C(C=C)(=O)OC1(CCCC1)C(C)(C)C 1-t-butylcyclopentyl acrylate